C(C)OC1C(C=CCC1C)C 2-ethoxy-1,3-dimethyl-2,3-dihydro-1H-benzol